BrC1=CC(=C(C(=C1)C)N1N=C2C(N=C(NC2=O)N2CCOCC2)=N1)C 2-(4-bromo-2,6-dimethylphenyl)-5-morpholino-2,6-dihydro-7H-[1,2,3]triazolo-[4,5-d]pyrimidin-7-one